4-[(1S)-1-Isocyanatoethyl]benzonitrile N(=C=O)[C@@H](C)C1=CC=C(C#N)C=C1